[Na].[Na].N1N=NN=C1.N1N=NN=C1 bistetrazole disodium salt